(S)-3-fluoro-4-(piperazin-1-yl)-N-(tetrahydrofuran-3-yl)benzamide FC=1C=C(C(=O)N[C@@H]2COCC2)C=CC1N1CCNCC1